(S)-5-(1-(5-chloro-7-((2-(methylamino)-1H-imidazol-1-yl)methyl)-1-oxo-3,4-dihydroisoquinolin-2(1H)-yl)ethyl)-3-ethoxypicolinonitrile ClC1=C2CCN(C(C2=CC(=C1)CN1C(=NC=C1)NC)=O)[C@@H](C)C=1C=C(C(=NC1)C#N)OCC